P(=O)(O)(O)C=1C=C2N(C=3C=CC=CC3C2)C1 2-phosphono-9H-Pyrrolo[1,2-a]Indole